2-(4-Aminophenylthio)acetic acid NC1=CC=C(C=C1)SCC(=O)O